(2S,3S,4R)-2-azido-1-(triphenylmethoxy)octadecane-3,4-diol N(=[N+]=[N-])[C@@H](COC(C1=CC=CC=C1)(C1=CC=CC=C1)C1=CC=CC=C1)[C@@H]([C@@H](CCCCCCCCCCCCCC)O)O